2-Fluorotetrahydro-1H-pyrrolizine FC1CC2=CCCN2C1